FC1=CC(=C(C=C1)N1CN(C(C2=C(C=CC=C12)C)=O)C=1C(=NC(=CC1)OC)C)C 1-(4-fluoro-2-methylphenyl)-3-(6-methoxy-2-methylpyridin-3-yl)-5-methyl-2,3-dihydroquinazolin-4(1H)-one